isopropyl (2R)-2-bromo-2-fluoro-acetate Br[C@H](C(=O)OC(C)C)F